4-(2-azidoethoxy)-2-(2,6-dioxopiperidin-3-yl)isoindoline-1,3-dione N(=[N+]=[N-])CCOC1=C2C(N(C(C2=CC=C1)=O)C1C(NC(CC1)=O)=O)=O